(Z,Z)-13,15-Octadecadienal C(CCCCCCCCCCC\C=C/C=C\CC)=O